4-fluoro-1-methyl-8-(1-methylpyrrolidin-3-yl)-2-(trifluoromethyl)chromeno[7,8-d]imidazol-6(1H)-one FC1=CC=2C(C=C(OC2C2=C1N=C(N2C)C(F)(F)F)C2CN(CC2)C)=O